N1(C=NC=C1)[C@H](COC=1C=CC=C2C=C(N(C12)CC1CC1)C=O)C (S)-7-(2-(1H-imidazol-1-yl)propoxy)-1-(cyclopropylmethyl)-1H-indole-2-carbaldehyde